CC(C1=CC=CC=C1)C1=C(C=2NC3=CC=CC=C3SC2C=C1)C(C1=CC=CC=C1)C bis-(α-methylbenzyl)phenothiazine